TETRAMETHYLCYCLOBUTANDIOL CC1(CC(C1(O)O)(C)C)C